3-(3,4-dihydroisoquinolin-2(1H)-yl)-2-hydroxypropyl 3-phenylpiperidine-1-carboxylate C1(=CC=CC=C1)C1CN(CCC1)C(=O)OCC(CN1CC2=CC=CC=C2CC1)O